methyl (1R,4R)-4-(4-acetylamino-5-cyano-2-methoxyphenyl)cyclohexane-1-carboxylate C(C)(=O)NC1=CC(=C(C=C1C#N)C1CCC(CC1)C(=O)OC)OC